C1(CC1)C1=C2C=CC=C(C2=CC=C1)NC(=O)C=1C(=C(C(=O)O)C=CC1)F ((5-Cyclopropylnaphthalen-1-yl)carbamoyl)-2-fluorobenzoic acid